CN(CCN)C1=CC=CC=C1 2-(methyl(phenyl)amino)ethan-1-amine